CC=1N=C(C(=NC1OC1=CC=CC=C1)C#N)C#N 5-methyl-6-phenoxypyrazine-2,3-dinitrile